N-[(3,5-difluoropyridin-2-yl)methyl]-2-[3-(fluoromethyl)-[1,4'-bipiperidin]-1'-yl]-1,3-thiazole-5-carboxamide FC=1C(=NC=C(C1)F)CNC(=O)C1=CN=C(S1)N1CCC(CC1)N1CC(CCC1)CF